C(C)OC(=O)[C@@H]1CN(CC[C@H]1N[C@H](C)C1=CC=CC=C1)C(=O)OC(C)(C)C (3R,4R)-4-((R)-1-phenyl-ethylamino)-piperidine-1,3-dicarboxylic acid 1-tert-butyl ester 3-ethyl ester